C(C1=CC=CC=C1)OCCCC1=NC=2C(=C3C(=NC2N)C=C(S3)C3=NC(=CC=C3)C)N1C 2-(3-(benzyloxy)propyl)-1-methyl-7-(6-methylpyridin-2-yl)-1H-imidazo[4,5-d]thieno[3,2-b]pyridin-4-amine